4-((4-([1,1'-biphenyl]-3-yl)-5-chloropyrimidin-2-yl)amino)piperidine-1-carboxylate C1(=CC(=CC=C1)C1=NC(=NC=C1Cl)NC1CCN(CC1)C(=O)[O-])C1=CC=CC=C1